N-((2S,3R)-3-hydroxy-1-(hydroxyamino)-1-oxobutan-2-yl)-4-((4-(((2,2,2-trifluoroethyl)amino)methyl)phenyl)ethynyl)benzamide O[C@@H]([C@@H](C(=O)NO)NC(C1=CC=C(C=C1)C#CC1=CC=C(C=C1)CNCC(F)(F)F)=O)C